N-methylbenzene-1,2-diamine CNC=1C(=CC=CC1)N